[3-[(4-chlorophenyl)carbamoyl]-5,6-dihydro-4H-cyclopenta[b]thiophen-2-yl]-4-methylsulfonyl-morpholine-3-carboxamide ClC1=CC=C(C=C1)NC(=O)C=1C2=C(SC1C1(N(CCOC1)S(=O)(=O)C)C(=O)N)CCC2